(3R)-4-[2-tert-butoxy-6-[4-pyrrolidin-1-ylsulfonyl-2-(trifluoromethyl)piperazin-1-yl]-4-pyridinyl]-3-methyl-morpholine C(C)(C)(C)OC1=NC(=CC(=C1)N1[C@@H](COCC1)C)N1C(CN(CC1)S(=O)(=O)N1CCCC1)C(F)(F)F